4-mercaptomethylbenzoyl chloride SCC1=CC=C(C(=O)Cl)C=C1